C#CC(CC)N1C=CC2=C1N=CN=C2N 7-(pent-1-yn-3-yl)-7H-pyrrolo[2,3-d]pyrimidin-4-amine